ClC=1C=C2C3=C(NC2=C(C1)C1=CC=C(C=C1)C(O)C1=CC=CC=C1)C(=NC=C3)C [4-(6-chloro-1-methyl-9H-pyrido[3,4-b]indol-8-yl)-phenyl]-phenyl-methanol